C(C=C)(=O)C1NCCOC1 E-3-acryloylmorpholine